C1C(CC12CCC2)NC(=O)NC2(COC2)C2=CC(=CC=C2)C(F)(F)F 1-spiro[3.3]hept-2-yl-3-[3-(3-trifluoromethyl-phenyl)-oxetan-3-yl]-urea